1,2-bis(carboxyethylmethylthio)-ethane C(=O)(O)CCCSCCSCCCC(=O)O